C(CC)C1=CC(=CC=C1)CCC 1,3-dipropylbenzene